tert-butyl 3-((4-cyanophenoxy)methyl)-3-methylazetidine-1-carboxylate C(#N)C1=CC=C(OCC2(CN(C2)C(=O)OC(C)(C)C)C)C=C1